C(CC(C)C)C1=C(N=C(N1C(=O)N)OC)C1CCOCC1 isopentyl-2-methoxy-4-(tetrahydro-2H-pyran-4-yl)-1H-imidazole-1-carboxamide